COC1=C(C=C(C=C1)CCC)C1=NOC(=C1)CN1CCC(CC1)C(=O)O 1-((3-(2-methoxy-5-propylphenyl)isoOxazol-5-yl)methyl)piperidine-4-carboxylic acid